[Mn].C1(CCC1)CNC=1C2=C(N=C(N1)NC1=CC=C(C3=C1OCCO3)C(=O)N3CCOCC3)NC=C2C(F)(F)F (8-((4-((cyclobutylmethyl)amino)-5-(trifluoromethyl)-7H-pyrrolo[2,3-d]pyrimidin-2-yl)amino)-2,3-di-hydrobenzo[b][1,4]dioxin-5-yl)(morpholino)methanone manganese